1-(3-bromo-2,4-dihydrophenyl)-3-chloropropan-1-one BrC1CC(C=CC1)C(CCCl)=O